C(C=C)(=O)O.C(=O)(C=C)C(=CC1=CC=CC=C1)[N+](=O)[O-] Acrylnitryl-Styrol Acrylat